t-butyl-peroxyisopropyl-peroxyketone C(C)(C)(C)OOC(C)(C)OOC(=O)OOC(C)(C)OOC(C)(C)C